8-(2-Cyclopropylmethoxy-4-trifluoromethylphenoxy)-3-(6-trifluoromethyl-pyridazin-3-yl)-3-azabicyclo[3.2.1]Octane C1(CC1)COC1=C(OC2C3CN(CC2CC3)C=3N=NC(=CC3)C(F)(F)F)C=CC(=C1)C(F)(F)F